(S)-2-(((3-butyl-3-ethyl-7-methoxy-1,1-dioxido-5-phenyl-2,3,4,5-tetrahydro-1,5-benzothiazepin-8-yl)methyl)thio)-2-methylpropanoic acid C(CCC)[C@@]1(CS(C2=C(N(C1)C1=CC=CC=C1)C=C(C(=C2)CSC(C(=O)O)(C)C)OC)(=O)=O)CC